3-(1-(10H-phenothiazin-2-yl)vinyl)benzamide C1=C(C=CC=2SC3=CC=CC=C3NC12)C(=C)C=1C=C(C(=O)N)C=CC1